COCNC1=NC(=NC(=N1)NCOC)NCOC N2,N4,N6-tris(methoxymethyl)-1,3,5-triazine-2,4,6-triamine